CC(CCCC(=O)O)CC(=C)C 5,7-dimethyl-7-octenoic acid